1-Bromo-2-chloro-3-fluoro-4-methylsulfonyl-benzene BrC1=C(C(=C(C=C1)S(=O)(=O)C)F)Cl